2-Cyclopropyl-6-(2,6-dichloro-4-(2,5-dimethyl-1H-pyrrol-1-yl)phenoxy)pyridazin-3(2H)-one C1(CC1)N1N=C(C=CC1=O)OC1=C(C=C(C=C1Cl)N1C(=CC=C1C)C)Cl